FC=1C=C(C=C(C1)OC)C1C(C(N(CC1)CCN1C=CC=C1)C)COC1=CC=C2CNC(C2=C1)=O (+/-)-6-{[(trans,trans)-4-(3-fluoro-5-methoxyphenyl)-2-methyl-1-[2-(1H-pyrrol-1-yl)ethyl]piperidin-3-yl]methoxy}-2,3-dihydro-1H-isoindol-1-one